(±)-trans-N-[8-chloro-6-(6-methyl-1H-indazol-5-yl)-3-isoquinolyl]-2-cyano-cyclopropanecarboxamide ClC=1C=C(C=C2C=C(N=CC12)NC(=O)[C@H]1[C@@H](C1)C#N)C=1C=C2C=NNC2=CC1C |r|